[N+](=O)([O-])C=1C=CC(=NC1)OCCN(C)C 2-(5-nitropyridin-2-yloxy)-N,N-dimethylethanamine